[Ca+2].OC(C(=O)[O-])C.OC(C(=O)[O-])C.OC(C(=O)[O-])C.OC(C(=O)[O-])C 2-hydroxypropionic acid-hemi-calcium salt